FC1=CC=CC(=N1)C(=O)OC\C=C(\CCC=C(C)C)/C (E)-3,7-dimethylocta-2,6-dien-1-yl 6-fluoropicolinate